N-[2-hydroxy-3-[[rac-(2S)-2,4-diaminobutanoyl]amino]propyl]benzamide OC(CNC(C1=CC=CC=C1)=O)CNC([C@H](CCN)N)=O |r|